ClC1=C(C=O)C=C(C=C1)CN1N=NC(=C1)C1=C(N=C2N1C=CC=C2)C2=CC=C(C=C2)Cl 2-Chloro-5-((4-(2-(4-chlorophenyl)imidazo[1,2-a]pyridin-3-yl)-1H-1,2,3-triazol-1-yl)methyl)benzaldehyde